C1(CC1)C=1N2C=3SC=4CC(CC4C3C(=NCC2=NN1)C1=C(C=CC=C1F)F)C=O 3-cyclopropyl-9-(2,6-difluorophenyl)-16-thia-2,4,5,8-tetrazatetracyclo[8.6.0.02,6.011,15]hexadeca-1(10),3,5,8,11(15)-pentaene-13-carbaldehyde